4-(chloromethyl)-1,3-dioxan-2-one ClCC1OC(OCC1)=O